(S)-7-(2-((7-ethyl-1,2,3,4-tetrahydroisoquinolin-6-yl)amino)-5-(trifluoromethyl)pyrimidin-4-yl)-5-methyl-2,3-dihydro-5H-thieno[3,2-e][1,4]oxathiepine 1,1-dioxide C(C)C1=C(C=C2CCNCC2=C1)NC1=NC=C(C(=N1)C1=CC=2S(CCO[C@H](C2S1)C)(=O)=O)C(F)(F)F